2-{4-[(2S)-2-amino-2-cycloheptylacetamido]-6-oxopyridazin-1-yl}-N-methyl-N-(2,2,2-trifluoroethyl)propanamide N[C@H](C(=O)NC=1C=NN(C(C1)=O)C(C(=O)N(CC(F)(F)F)C)C)C1CCCCCC1